BrC1=CC(=C2C(=NN(C2=C1)C1OCCCC1)I)C(F)(F)F 6-bromo-3-iodo-1-tetrahydropyran-2-yl-4-(trifluoromethyl)indazole